C(C)(C)(C)OC(=O)N1[C@@H](CN(CC1)[C@H]1[C@@H](CC2=C(C=C(C=C12)C)Br)O)C (R)-4-((1R,2R)-4-bromo-2-hydroxy-6-methyl-2,3-dihydro-1H-inden-1-yl)-2-methylpiperazine-1-carboxylic acid tert-butyl ester